C(C)N[SiH3] ethylaminosilane